2-(piperazin-1-ylsulfonyl)ethan-1-ol N1(CCNCC1)S(=O)(=O)CCO